2-(6-Methoxy-1H-indol-3-yl)-4-(5-methoxy-2-methyl-1H-indol-3-yl)thiazole COC1=CC=C2C(=CNC2=C1)C=1SC=C(N1)C1=C(NC2=CC=C(C=C12)OC)C